(5-bromo-1,2,3-thiadiazol-4-yl)methanol BrC1=C(N=NS1)CO